C(C1=CC=CC=C1)OC([C@H](C(=O)O)COCC1=CC=CC=C1)=O (S)-3-(benzyloxy)-2-((benzyloxy)methyl)-3-oxopropanoic acid